CCCCCCCC/C=C\CCCCCCCCCCCC(=O)OCC(CO)OC(=O)CCCCCCCCCCC/C=C\CCCCCCCC glyceryl dierucate